CC=1C=C(C(=O)O)C=CC1C(C=CC1=CC=CC=C1)=O 3-Methyl-4-(3-phenylprop-2-enoyl)benzoic acid